silicon-calcium-barium [Ba].[Ca].[Si]